3-((1-(4-(2-(2-aminopyridin-3-yl)-5-phenyl-3H-imidazo[4,5-b]pyridin-3-yl)benzyl)piperidin-4-yl)amino)propane-1-thiol NC1=NC=CC=C1C1=NC=2C(=NC(=CC2)C2=CC=CC=C2)N1C1=CC=C(CN2CCC(CC2)NCCCS)C=C1